palladium tritert-butylphosphane C(C)(C)(C)P(C(C)(C)C)C(C)(C)C.[Pd]